N-[2-cyano-4-fluoro-3-[([3-methyl-1H-pyrazolo[3,4-b]pyridin-5-yl]oxy)methyl]phenyl]-5-fluoro-2-methoxypyridine-3-sulfonamide C(#N)C1=C(C=CC(=C1COC=1C=C2C(=NC1)NN=C2C)F)NS(=O)(=O)C=2C(=NC=C(C2)F)OC